ClC1=CC=C(C=C1)N1C(N(C(C1=O)C(C(=O)NO)C)CC1=CC=C(C=C1)C)=O (1-(4-chlorophenyl)-3-(4-methylbenzyl)-2,5-dioxoimidazolin-4-yl)-N-hydroxypropionamide